N[C@H]1CN(C[C@@H](C1)F)C(=O)C=1C=C(C=2N(C1)N=C(C2C)C=2N(C1=C(C=CC=C1C2)C2CCN(CC2)C(C)=O)CC2CC2)OC 1-(4-(2-(6-((3R,5R)-3-Amino-5-fluoropiperidine-1-carbonyl)-4-methoxy-3-methylpyrazolo[1,5-a]pyridin-2-yl)-1-(cyclopropylmethyl)-1H-indol-7-yl)piperidin-1-yl)ethan-1-one